NC1=C(C(=NC=C1I)Cl)C#N 4-amino-2-chloro-5-iodo-pyridine-3-carbonitrile